silicon-calcium-iron [Fe].[Ca].[Si]